F[Sb-](F)(F)(F)(F)F.CN(/C=C(\C=[N+](C)C)/C=1C2=C(N=CN1)NC=C2)C (E)-N-(3-(dimethylamino)-2-(7H-pyrrolo[2,3-d]pyrimidin-4-yl)allylidene)-N-methylmethanaminium hexafluoroantimonate